C(C1=CC=CC=C1)OC1=CC=C(C=C1)C[C@@H](C(=O)OC)NC(CC1CCN(CC1)C(CCC1=CC=NC=C1)=O)=O Methyl (S)-3-(4-(benzyloxy)phenyl)-2-(2-(1-(3-(pyridin-4-yl)propanoyl)piperidin-4-yl)acetamido)propanoate